C(C)(C)(C)OC(=O)N[C@H](C(=O)N[C@H](C(=O)OCC)CC1=NC2=C(N1C)C=CC(=C2)[N+](=O)[O-])C(C)C Ethyl (2S)-2-[[(2S)-2-(tert-butoxycarbonylamino)-3-methyl-butanoyl]amino]-3-(1-methyl-5-nitro-benzimidazol-2-yl)propanoate